imidazo{1,2-a}pyrazin N=1C=CN2C1C=NC=C2